C(C(C)C)OC(=O)C=1NC2=CC=C(C=C2C1I)Cl 5-Chloro-3-iodo-1H-indole-2-carboxylic acid isobutyl ester